phenylpiperidine-2-carboxamide C1(=CC=CC=C1)N1C(CCCC1)C(=O)N